tert-butyl 4-[[1-[(1S)-2-benzyloxy-1-methyl-ethyl]-4-piperidyl]methyl]piperidine-1-carboxylate C(C1=CC=CC=C1)OC[C@H](C)N1CCC(CC1)CC1CCN(CC1)C(=O)OC(C)(C)C